1-[[[1-[3-[2-(7-chloro-2-quinolinyl)ethenyl]phenyl]-3-[2-(1-hydroxy-1-methylethyl)-phenyl]propyl]thio]methyl]cyclopropaneacetic acid monosodium salt [Na+].ClC1=CC=C2C=CC(=NC2=C1)C=CC=1C=C(C=CC1)C(CCC1=C(C=CC=C1)C(C)(C)O)SCC1(CC1)CC(=O)[O-]